COC1=CC=C(CNS(=O)(=O)CCC)C=C1 N-(4-methoxybenzyl)propane-sulfonamide